(3R,8S*)-tert-Butyl 8-(isoxazol-5-yl)-3,10-dimethyl-11-oxo-3,4,8,9,10,11-hexahydro-1H-pyrido[4',3':3,4]pyrazolo[1,5-a][1,4]diazepine-2(7H)-carboxylate O1N=CC=C1[C@H]1CN(C(C=2N(C1)N=C1C2CN([C@@H](C1)C)C(=O)OC(C)(C)C)=O)C |o1:5|